The molecule is an N-acyl-1-O-beta-D-glucosyl-4-hydroxy-15-methylhexadecasphinganine in which the acyl group has 23 carbons and 0 double bonds and is 2-hydroxylated. It derives from a 15-methylhexadecaphytosphingosine. CCCCCCCCCCCCCCCCCCCCCC(C(=O)N[C@@H](CO[C@H]1[C@@H]([C@H]([C@@H]([C@H](O1)CO)O)O)O)[C@@H]([C@@H](CCCCCCCCCCC(C)C)O)O)O